5-(5-(morpholine-4-carbonyl)pyrimidin-2-yl)-7-(trifluoro-methyl)benzofuran N1(CCOCC1)C(=O)C=1C=NC(=NC1)C=1C=C(C2=C(C=CO2)C1)C(F)(F)F